3-chloro-4-methylbenzylamine ClC=1C=C(CN)C=CC1C